2-(2-{[(4-cyclopropyl-3-fluorophenyl)(phenyl)methyl]carbamoyl}-4-fluoropyrrolidin-1-yl)-2-oxoethyl 4-(2,2,2-trifluoroethyl)piperazine-1-carboxylate FC(CN1CCN(CC1)C(=O)OCC(=O)N1C(CC(C1)F)C(NC(C1=CC=CC=C1)C1=CC(=C(C=C1)C1CC1)F)=O)(F)F